CN(S(=O)(=O)N1C(C(C(CC1)C1=NN(C(=C1OC)SCC1=CC=C(C=C1)C(N)=N)C(=O)C=1OC=CC1)C)=O)C 4-[({3-[1-(dimethylsulfamoyl)-3-methyl-2-oxopiperidin-4-yl]-1-(furan-2-carbonyl)-4-methoxy-1H-pyrazol-5-yl}sulfanyl)methyl]benzene-1-carboximidamide